FC1=CC=C(C=C1)C[C@@H]1CCC([C@@]1(O)CN1N=CNC1=S)(C)C 2-[[(1R,5S)-5-[(4-fluorophenyl)methyl]-1-hydroxy-2,2-dimethyl-cyclopentyl]methyl]-4H-1,2,4-triazole-3-thione